(S)-1'-(8-((2-amino-3-chloropyridin-4-yl)thio)-[1,2,4]triazolo[4,3-c]pyrimidin-5-yl)-5,7-dihydrospiro[cyclopenta[b]pyridine-6,4'-piperidine]-7-amine NC1=NC=CC(=C1Cl)SC=1C=2N(C(=NC1)N1CCC3(CC1)CC=1C(=NC=CC1)[C@H]3N)C=NN2